C1(CC1)COC1=CC(=CC=2N1N=C(N2)NC2CCN(CC2)S(=O)(=O)C)C=2C=NNC2 (cyclopropylmethoxy)-N-(1-(methylsulfonyl)piperidin-4-yl)-7-(1H-pyrazol-4-yl)-[1,2,4]triazolo[1,5-a]pyridin-2-amine